(e)-1,4-dibromobut-2-ene BrC\C=C\CBr